(chlorosulfonyl)-4-cyclopropylbenzoic acid methyl ester COC(C1=C(C=C(C=C1)C1CC1)S(=O)(=O)Cl)=O